7-((6-methyl-5-(pyrimidin-2-yl)pyridin-2-yl)amino)-5-azaspiro[2.4]heptane-5-carboxylic acid tert-butyl ester C(C)(C)(C)OC(=O)N1CC2(CC2)C(C1)NC1=NC(=C(C=C1)C1=NC=CC=N1)C